1-dimethylmethoxysilyl-6-bis(diethylamino)phenylsilylhexane C[Si](CCCCCC[Si](C1=CC=CC=C1)(N(CC)CC)N(CC)CC)(OC)C